ClC=1OC(=C(N1)C(F)(F)F)C(=O)OCC ethyl 2-chloro-4-(trifluoromethyl)oxazole-5-carboxylate